C(C1=CC=CC=C1)ONN1C(CCCC1)C(=O)[O-] (benzyloxyamino)piperidine-2-carboxylate